R-D-lysyl-D-glutamyl-D-histidine N[C@H](CCCCN)C(=O)N[C@H](CCC(=O)O)C(=O)N[C@H](CC1=CNC=N1)C(=O)O